8-(6-((1R)-1-(2-(3-azabicyclo[3.1.0]hexan-3-yl)ethoxy)ethyl)pyridin-3-yl)-7-fluoro-1-isopropyl-3-methyl-1H-imidazo[4,5-c]cinnolin-2(3H)-one C12CN(CC2C1)CCO[C@H](C)C1=CC=C(C=N1)C1=CC=2C3=C(N=NC2C=C1F)N(C(N3C(C)C)=O)C